S1CC(NC=C1)=O [1,4]Thiazin-3(4H)-one